nitrogen 2,6-cyclohexanedione C1C(CCCC1=O)=O.[N]